C1(=CC=CC=C1)S(=O)(=O)N1C(=CC2=CC(=CC(=C12)F)Br)C 1-(benzenesulfonyl)-5-bromo-7-fluoro-2-methyl-indole